ClC=1C=CC2=C(CCC=3C(=NC=CC3)C2=C2CCN(CC2)CCCCCC(=O)O)C1 6-(4-(8-chloro-5,6-dihydro-11H-benzo[5,6]cyclohepta[1,2-b]pyridin-11-ylidene)piperidin-1-yl)hexanoic acid